C(C)(C)(C)OC(=O)N1CSC[C@H]1C(=O)O (R)-3-(tert-butoxycarbonyl)thiazolidine-4-carboxylic acid